C(C1=CC=CC=C1)OC1=CC(=C(C=C1)B(O)O)C=O (4-(benzyloxy)-2-formylphenyl)boronic acid